methyl 6-hydroxybenzo[d]oxazole-5-carboxylate OC1=CC2=C(N=CO2)C=C1C(=O)OC